N[C@@H](CC1CNC2=CC=CC=C12)C(=O)O 2,3-Dihydrotryptophane